N1(CCC1)C1=CC=C(C=N1)CN1N=CC(=C1)C(=O)O 1-((6-(Azetidin-1-yl)pyridin-3-yl)methyl)-1H-pyrazole-4-carboxylic acid